3-(4-(4-methoxyphenoxy)phenyl)-1H-pyrazolo[3,4-d]pyrimidin-4-amine COC1=CC=C(OC2=CC=C(C=C2)C2=NNC3=NC=NC(=C32)N)C=C1